FC=1C=C(C=C(C1C)[N+](=O)[O-])C=1N(C(=NN1)C1CN(C1)C(=O)OC)CC1=CC=C(C=C1)OC methyl 3-(5-(3-fluoro-4-methyl-5-nitrophenyl)-4-(4-methoxybenzyl)-4H-1,2,4-triazol-3-yl)azetidine-1-carboxylate